6,6-difluoro-2-azaspiro[3.3]heptane hydrochloride Cl.FC1(CC2(CNC2)C1)F